tert-butyl 5-[7-methyl-6-[[4-methyl-6-(methylamino) pyrimidin-2-yl] amino] chroman-8-yl]-2,3,4,7-tetrahydroazepine-1-carboxylate CC1=C(C=C2CCCOC2=C1C=1CCCN(CC1)C(=O)OC(C)(C)C)NC1=NC(=CC(=N1)C)NC